ClC=1C=C(C(=NC1C1=CC=CC=2N(C=NC21)C)C#N)NC2=CC=C1C(=N2)CN(C12CCOCC2)C 5-chloro-6-(1-methyl-1H-benzo[d]imidazol-4-yl)-3-((6'-methyl-2,3,5,6,6',7'-hexahydrospiro[pyran-4,5'-pyrrolo[3,4-b]pyridin]-2'-yl)amino)picolinonitrile